C1(=CCCC1)[Si](C)(C)C 1-cyclopenten-1-yl-(trimethyl)silane